1-(tert-Butyl)-3-(2-(methylsulfonyl)phenyl)-5-methyl-pyrazol-4-ol C(C)(C)(C)N1N=C(C(=C1C)O)C1=C(C=CC=C1)S(=O)(=O)C